[(2S,5S)-4-Oxo-2-[(1H-[1,2,3]triazol-4-ylmethyl)-carbamoyl]-1,2,4,5,6,7-hexahydro-azepino[3,2,1-hi]indol-5-yl]-carbamic acid tert-butyl ester C(C)(C)(C)OC(N[C@H]1CCC=2C=CC=C3C[C@H](N(C23)C1=O)C(NCC=1N=NNC1)=O)=O